1-methyl-6-oxo-pyridine-3-carboxamide CN1C=C(C=CC1=O)C(=O)N